(S)-2-(2,8-dimethylimidazo[1,2-a]pyridin-6-yl)-9-fluoro-7-(3-methyl-piperazin-1-yl)-4H-pyrido[1,2-a][1,3,5]triazin-4-one hydrochloride Cl.CC=1N=C2N(C=C(C=C2C)C=2N=C3N(C(N2)=O)C=C(C=C3F)N3C[C@@H](NCC3)C)C1